phenoxyl-benzamide O(C1=CC=CC=C1)C1=C(C(=O)N)C=CC=C1